C(C)N1CCC(CC1)N(C=1SC2=C(N1)SC(=N2)C2=NC=C(C=C2O)C=2C=NNC2)C 2-{5-[(1-Ethylpiperidin-4-yl)(methyl)amino][1,3]thiazolo[5,4-d][1,3]thiazol-2-yl}-5-(1H-pyrazol-4-yl)pyridin-3-ol